tert-butyl 4-((4-(3-(2,6-bis(benzyloxy)pyridin-3-yl)-1-methyl-1H-indazol-7-yl)piperazin-1-yl)methyl)piperidine-1-carboxylate C(C1=CC=CC=C1)OC1=NC(=CC=C1C1=NN(C2=C(C=CC=C12)N1CCN(CC1)CC1CCN(CC1)C(=O)OC(C)(C)C)C)OCC1=CC=CC=C1